5-bromo-N-(imidazolidin-2-ylidene)quinoxalin-6-amine BrC1=C2N=CC=NC2=CC=C1N=C1NCCN1